N1(CCCCCCC1)C1=C(C(=NC=2N1N=CN2)Cl)C2=C(C=C(C#N)C=C2)F 4-(7-(azacyclooctane-1-yl)-5-chloro-[1,2,4]triazolo[1,5-a]pyrimidin-6-yl)-3-fluorobenzonitrile